4-(3-amino-5-cyclopropylpyridin-4-yl)-2-chloro-N-(5-chloro-6-(2H-1,2,3-triazol-2-yl)pyridin-3-yl)-5-fluorobenzamide NC=1C=NC=C(C1C1=CC(=C(C(=O)NC=2C=NC(=C(C2)Cl)N2N=CC=N2)C=C1F)Cl)C1CC1